p-cresylphenyl acetate C(C)(=O)OC1=C(C=CC=C1)C1=CC=C(C=C1)C